C12(CC3CC(CC(C1)C3)C2)CC(NCCOCCOCCOCCN2N=NC(=C2)CCC(=O)NC=2C=C3C(=C(C=NC3=CC2)C#N)NC2=C(C=C(C(=C2)OC)Cl)Cl)=O 3-(1-(1-((3r,5r,7r)-adamantan-1-yl)-2-oxo-6,9,12-trioxa-3-azatetradecan-14-yl)-1H-1,2,3-triazol-4-yl)-N-(3-cyano-4-((2,4-dichloro-5-methoxyphenyl)amino)quinolin-6-yl)propanamide